C(#N)C1=C(C=CC(=C1)C(F)(F)F)N1CCC(CC1)(C=1C=CC(=NC1)C=1C(=NC=CC1)OCC)NC(=O)[C@@H]1CNCC1 (3S)-N-{1-[2-cyano-4-(trifluoromethyl)phenyl]-4-{2'-ethoxy-[2,3'-bipyridine]-5-yl}piperidin-4-yl}pyrrolidine-3-carboxamide